(3S)-1-(Pyrimidin-5-yl)piperidin-3-amine trifluoroacetate salt FC(C(=O)O)(F)F.N1=CN=CC(=C1)N1C[C@H](CCC1)N